tert-butyl 3-(4-(3-fluoro-2-(trifluoromethyl)phenyl)piperidine-1-carbonyl)-1,4,6,7-tetrahydro-5H-pyrazolo[4,3-c]pyridine-5-carboxylate FC=1C(=C(C=CC1)C1CCN(CC1)C(=O)C1=NNC2=C1CN(CC2)C(=O)OC(C)(C)C)C(F)(F)F